C(C)N1N=C(C=C1C(=O)N=C1N(C2=C(N1)C=CC(=C2)C(=O)N)C)C 2-((1-ethyl-3-methyl-1H-pyrazole-5-carbonyl)imino)-3-methyl-2,3-dihydro-1H-benzo[d]imidazole-5-carboxamide